C(C)(C)(C)OC(=O)NC=1N=C(SC1)C=1CCN(CC1)C(=O)OC(C)(C)C tert-butyl 4-(4-((tert-butoxy carbonyl) amino) thiazol-2-yl)-3,6-dihydropyridine-1(2H)-carboxylate